dioctadecyl-methylammonium tetrakis(perfluoronaphthalen-2-yl)borate 3-fluoropropyl-2-{[6-(cyclopropylmethoxy)-5-(pyrrolidin-1-yl)pyridine-2-carbonyl]amino}-2-ethylbutanoate FCCCOC(C(CC)(CC)NC(=O)C1=NC(=C(C=C1)N1CCCC1)OCC1CC1)=O.FC1=C(C(=C(C2=C(C(=C(C(=C12)F)F)F)F)F)F)[B-](C1=C(C2=C(C(=C(C(=C2C(=C1F)F)F)F)F)F)F)(C1=C(C2=C(C(=C(C(=C2C(=C1F)F)F)F)F)F)F)C1=C(C2=C(C(=C(C(=C2C(=C1F)F)F)F)F)F)F.C(CCCCCCCCCCCCCCCCC)[NH+](C)CCCCCCCCCCCCCCCCCC